C(\C=C\C(=O)O)(=O)O.S1N=C(C2=C1C=CC=C2)N2CCN(CC2)CCCCN2C(N1C(CC2=O)CN(CC1)C(C)C)=O 7-[4-(4-Benzo[d]isothiazol-3-yl-piperazin-1-yl)-butyl]-2-isopropyl-hexahydro-pyrazino[1,2-c]pyrimidine-6,8-dione fumarate